2-(4-bromophenyl)-1-isopropyl-4-(trifluoromethyl)-1H-imidazole BrC1=CC=C(C=C1)C=1N(C=C(N1)C(F)(F)F)C(C)C